CC(C(=O)N1C(CCCC1)C=1NC(=CN1)C1=CC=C(C=C1)C)(C)SC 2-methyl-2-(methylsulfanyl)-1-(2-(5-(p-tolyl)-1H-imidazol-2-yl)piperidin-1-yl)propan-1-one